acrylamide, 2-acrylamido-2-methyl-1-propanesulfonic acid salt C(C=C)(=O)NC(CS(=O)(=O)O)(C)C.C(C=C)(=O)N